COC(CCCC(C(CC=C)O)O)=O 5,6-dihydroxy-8-nonenoic acid methyl ester